(S)-6-(3-amino-6-(2-fluoro-4-(3-isopropyl-4-methylpiperazin-1-yl)phenyl)pyrazin-2-yl)-3,4-dihydroisoquinolin-1(2H)-one NC=1C(=NC(=CN1)C1=C(C=C(C=C1)N1C[C@@H](N(CC1)C)C(C)C)F)C=1C=C2CCNC(C2=CC1)=O